CC1=CC=C(O1)C1N(CCC1)C1=CC(=CC(N1)=O)N1[C@@H](COCC1)C 6-[2-(5-methyl-2-furyl)pyrrolidin-1-yl]-4-[(3R)-3-methylMorpholin-4-yl]-1H-pyridin-2-one